4-[(4-ethoxyphenyl)methyl]-1-isopropyl-3-(6-methoxycarbonyl-β-D-glucopyranosyloxy)-5-methylpyrazole C(C)OC1=CC=C(C=C1)CC=1C(=NN(C1C)C(C)C)O[C@H]1[C@H](O)[C@@H](O)[C@H](O)[C@H](O1)C(O)C(=O)OC